(3,5-dichloro-4-((3-methyl-1H-indazol-5-yl)oxy)phenyl)-1,2,4-triazine-3,5(2H,4H)-dione ClC=1C=C(C=C(C1OC=1C=C2C(=NNC2=CC1)C)Cl)N1N=CC(NC1=O)=O